2-(pyridin-2-yl)phenoxide N1=C(C=CC=C1)C1=C([O-])C=CC=C1